1'-(3-((4-butoxyphenyl)sulfonyl)-6-(methylsulfinyl)quinolin-4-yl)-[1,4'-bipiperidin]-3-ol C(CCC)OC1=CC=C(C=C1)S(=O)(=O)C=1C=NC2=CC=C(C=C2C1N1CCC(CC1)N1CC(CCC1)O)S(=O)C